3,7-dibromo-8-methyl-10-(4-morpholinobutyl)-10H-benzo[b]pyrido[2,3-e][1,4]oxazine BrC1=CC2=C(N(C3=C(O2)C=C(C(=C3)C)Br)CCCCN3CCOCC3)N=C1